FC1=C2C=CNC2=CC(=C1OC=1C=CC(=C(C1)C=1NC=C(N1)C1CCOC2=C(C=CC=C12)CC(=O)OCC)F)F ethyl 2-(4-(2-(5-((4,6-difluoro-1H-indol-5-yl)oxy)-2-fluorophenyl)-1H-imidazol-4-yl)chroman-8-yl)acetate